COC=1C=C(C=C(C1)OC)[C@H]1C[C@H]([C@H]2[C@@H]1OC(O2)(C)C)N2C=C(C1=C2N=C(N=C1N)Cl)C1=NN(C=C1)C 7-[(3aS,4R,6R,6aR)-6-(3,5-dimethoxyphenyl)-2,2-dimethyl-tetrahydro-3aH-cyclopenta[d][1,3]dioxol-4-yl]-2-chloro-5-(1-methylpyrazol-3-yl)pyrrolo[2,3-d]pyrimidin-4-amine